S1C(=CC=C1)[13C]=1[Se]C(=CC1)C=1SC=CC1 2,5-bis(thiophen-2-yl)selenophene-13C